C1(CC(C(CC1)C(C)C)CC[NH-])C menthylethylamide